CC=1C=C(SC1)N1C(N(CC1)CC1=CC(=C(OC(C(=O)OCC)(C)C)C(=C1)C)C)=O Ethyl 2-(4-((3-(4-methylthiophenyl)-2-oxoimidazolin-1-yl) methyl)-2,6-dimethylphenoxy)-2-methylpropionate